3-chloropyridine-4-carbaldehyde ClC=1C=NC=CC1C=O